NC1=C(C(=C(C(=N1)SC(C(=O)N)C)C#N)OCC)C#N 2-((6-amino-3,5-dicyano-4-ethoxypyridin-2-yl)thio)propionamide